3-{2-[(3S)-2,6-dioxopiperidin-3-yl]-1-oxo-2,3-dihydro-1H-isoindol-5-yl}isoquinoline-1-carbonitrile O=C1NC(CC[C@@H]1N1C(C2=CC=C(C=C2C1)C=1N=C(C2=CC=CC=C2C1)C#N)=O)=O